(2-(4-(4-(trifluoromethyl)pyridin-2-yl)piperazin-1-yl)ethoxy)benzonitrile FC(C1=CC(=NC=C1)N1CCN(CC1)CCOC1=C(C#N)C=CC=C1)(F)F